3-amino-1-[(tert-butoxy)carbonyl]azetidine-3-carboxylic acid, trifluoroacetic acid salt FC(C(=O)O)(F)F.NC1(CN(C1)C(=O)OC(C)(C)C)C(=O)O